N-Cyclohexyl-N'-Tolylcarbodiimide C1(CCCCC1)N=C=NC1=C(C=CC=C1)C